C(#N)C=1C=NN(C1)[C@@H]1CN(C[C@H]1O)C(=O)OC(C)(C)C tert-butyl trans-3-(4-cyano-1H-pyrazol-1-yl)-4-hydroxypyrrolidine-1-carboxylate